(S)-2-(4-(2-(methylamino)pyrimidin-4-yl)indoline-1-carbonyl)pyrrolidine-1-carbonitrile CNC1=NC=CC(=N1)C1=C2CCN(C2=CC=C1)C(=O)[C@H]1N(CCC1)C#N